ClC1=CC=C2C(=CNC2=C1C1=NC=CN=C1)S(=O)(=O)Cl 6-chloro-7-pyrazin-2-yl-1H-indole-3-sulfonyl chloride